O=C1NC(CCC1N1C(C2=CC=CC(=C2C1)CNC(=O)C1CNC1)=O)=O N-[[2-(2,6-dioxo-3-piperidyl)-1-oxo-isoindolin-4-yl]methyl]azetidine-3-carboxamide